2-(2-(4-ethyl-3-(4-morpholinopiperidin-1-yl) phenyl) propan-2-yl)-6-iodo-1H-indole-3-carboxylate C(C)C1=C(C=C(C=C1)C(C)(C)C=1NC2=CC(=CC=C2C1C(=O)[O-])I)N1CCC(CC1)N1CCOCC1